(Z)-1-methoxy-4-(1-phenyl-2-(2-(2-propoxyethoxy)ethoxy)vinyl)benzene COC1=CC=C(C=C1)\C(=C/OCCOCCOCCC)\C1=CC=CC=C1